heptane-carboxamide C(CCCCCC)C(=O)N